N(=O)[O-].O=[NH2+] oxoammonium nitrite salt